ClC1=C(C=C(C=C1OC)OC)C1CCC=2C(=NNC2C1)C1=C(C=NN1C)[N+](=O)[O-] 6-(2-chloro-3,5-dimethoxyphenyl)-3-(1-methyl-4-nitro-1H-pyrazol-5-yl)-4,5,6,7-tetrahydro-1H-indazole